tetraoctylammonium bis(2-ethylhexyl)-phosphate C(C)C(COP(=O)(OCC(CCCC)CC)[O-])CCCC.C(CCCCCCC)[N+](CCCCCCCC)(CCCCCCCC)CCCCCCCC